COC([C@H](CC(=C)C)NC(=O)OCC1=CC=CC=C1)=O (S)-2-(((benzyloxy)carbonyl)amino)-4-methylpent-4-enoic acid methyl ester